OC1(C(NC2=CC(=CC=C12)B1OC(C(O1)(C)C)(C)C)=O)C 3-hydroxy-3-methyl-6-(4,4,5,5-tetramethyl-1,3,2-dioxaborolan-2-yl)indolin-2-one